CC1=CC=2N(C=C1NC1=NC3=C4N(C(N(C4=N1)C1CCOCC1)=S)CCC3)N=CN2 2-((7-Methyl-[1,2,4]triazolo[1,5-a]pyridin-6-yl)amino)-4-(tetrahydro-2H-pyran-4-yl)-8,9-dihydro-7H-pyrido[1,2,3-gh]purin-5(4H)-thione